6-chloro-N-[5-(2,2-difluoroethoxy)-4,6-dimethoxy-pyrimidin-2-yl]-7-(2-pyrimidyl)-1H-indole-3-sulfonamide ClC1=CC=C2C(=CNC2=C1C1=NC=CC=N1)S(=O)(=O)NC1=NC(=C(C(=N1)OC)OCC(F)F)OC